C1(CCCCC1)C1=CC=CC=C1 CYCLOHEXYLBENZOL